C(C)(C)(C)OC(=O)N(C(S)=NC)C(=O)OC(C)(C)C N,N-di-tert-butoxycarbonyl-methyl-isothiourea